C(#N)C(NC(=O)[C@@H]1[C@H]2C([C@H]2CN1C([C@H](C(C)(C)C)NC1=CNC(C=C1)=O)=O)(C)C)C1=NN=CC2=CC=CC=C12 (1R,2S,5S)-N-[cyano(phthalazin-1-yl)methyl]-3-[(2S)-3,3-dimethyl-2-[(6-oxo-1H-pyridin-3-yl)amino]butanoyl]-6,6-dimethyl-3-azabicyclo[3.1.0]hexane-2-carboxamide